CCC\C=C/CCCCC cis-4-decene